tert-butyl N-[3-[2-(4,4,5,5-tetramethyl-1,3,2-dioxaborolan-2-yl)phenoxy]propyl]carbamate CC1(OB(OC1(C)C)C1=C(OCCCNC(OC(C)(C)C)=O)C=CC=C1)C